FC1=CC(=C(C(=O)N)C=C1F)OC 4,5-difluoro-2-methoxybenzamide